2-methyl-[4-(methylthio) phenyl] ketone CC1=C(C=CC(=C1)SC)C(=O)C1=C(C=C(C=C1)SC)C